CS(=O)(=O)ON=C(C#N)C1=CC=CC=C1 (methylsulfonyloxyimino)-phenylacetonitrile